C(C)(C)(C)OC(=O)N1CCC(CC1)N1N=C2C(=CC(=CC2=C1)C1=CC2=C(N=C(O2)C)C(=C1)F)F tert-butyl-4-[7-fluoro-5-(4-fluoro-2-methyl-1,3-benzoxazol-6-yl)indazol-2-yl]piperidine-1-carboxylate